(5-(1,5-dimethyl-1H-pyrazol-4-yl)-1,3,4-oxadiazol-2-yl)methanone CN1N=CC(=C1C)C1=NN=C(O1)C=O